2-amino-4-((4-fluorobutyl)amino)-6-(4-(pyrrolidin-1-ylmethyl)benzyl)pyrido[4,3-d]pyrimidin-5(6H)-one NC=1N=C(C2=C(N1)C=CN(C2=O)CC2=CC=C(C=C2)CN2CCCC2)NCCCCF